CC#C trans-(1-methylacetylene)